C1(=CC=CC=C1)NC1=C(C(=CC=C1)NC1=CC=CC=C1)C1=C(C=CC2=CC=CC=C12)O 1-(2,6-bis(phenylamino)phenyl)naphthalen-2-ol